C[C@@H](CC(=O)O)CCCC |r| racemic-3-methylheptanoic acid